2-(4-methyl-1,2,4-triazol-3-yl)-3'-(6-{[(3S)-3-methyl-piperidin-1-yl]methyl}-1-oxo-4-(trifluoromethyl)-3H-isoindol-2-yl)-[1,1'-biphenyl]-4-carbonitrile CN1C(=NN=C1)C1=C(C=CC(=C1)C#N)C1=CC(=CC=C1)N1C(C2=CC(=CC(=C2C1)C(F)(F)F)CN1C[C@H](CCC1)C)=O